(S)-2-((tert-butoxycarbonyl)amino)-3-cyclopropylpropanoic acid C(C)(C)(C)OC(=O)N[C@H](C(=O)O)CC1CC1